L-2-aminocaproic acid dicyclohexyl-ammonium salt C1(CCCCC1)[NH2+]C1CCCCC1.N[C@H](C(=O)[O-])CCCC